2-(3-((benzyloxy)methyl)-4-ethyl-5-oxo-4,5-dihydro-1H-1,2,4-triazol-1-yl)-6-(2-(difluoromethyl)phenyl)-3-fluoro-8-isopropyl-1,6-naphthyridin-5(6H)-one C(C1=CC=CC=C1)OCC1=NN(C(N1CC)=O)C1=NC=2C(=CN(C(C2C=C1F)=O)C1=C(C=CC=C1)C(F)F)C(C)C